[1-(2-diphenylphosphinonaphthalen-1-yl)naphthalen-2-yl]-diphenylphosphine C1(=CC=CC=C1)P(C1=C(C2=CC=CC=C2C=C1)C1=C(C=CC2=CC=CC=C12)P(C1=CC=CC=C1)C1=CC=CC=C1)C1=CC=CC=C1